(E)-4-chloro-N-(4-((3-chlorophenyl)amino)-3-cyano-7-ethoxy-2-ethylquinolin-6-yl)but-2-enamide ClC/C=C/C(=O)NC=1C=C2C(=C(C(=NC2=CC1OCC)CC)C#N)NC1=CC(=CC=C1)Cl